(2RS)-N-{4-[4-(cyclopropylmethoxy)-7-(pyridin-2-yl)-5H-pyrrolo[3,2-d]pyrimidin-6-yl]pyridin-2-yl}-4,4-difluoro-2-(4-fluorophenyl)butanamide C1(CC1)COC=1C2=C(N=CN1)C(=C(N2)C2=CC(=NC=C2)NC([C@H](CC(F)F)C2=CC=C(C=C2)F)=O)C2=NC=CC=C2 |r|